7-methyl-1-tosyl-4-vinyl-1,4-dihydro-2H-benzo[d][1,3]oxazine-2-one CC=1C=CC2=C(N(C(OC2C=C)=O)S(=O)(=O)C2=CC=C(C)C=C2)C1